7,9-difluoro-2-(piperazin-1-yl)-3,5-dihydro-4H-chromeno[2,3-d]pyrimidine-4-thione FC=1C=C2CC3=C(N=C(NC3=S)N3CCNCC3)OC2=C(C1)F